(R)-1-(pyridin-3-yl)ethan-1-ol phosphorus potassium salt [K].[P].N1=CC(=CC=C1)[C@@H](C)O